N1=C(C=CC=C1)C=1C=NC(=NC1)NC1=NC=CC(=C1)C1=NC2=C(N1)C=C(C=C2)C(F)(F)F 5-(pyridin-2-yl)-N-(4-(6-(trifluoromethyl)-1H-benzo[d]imidazol-2-yl)pyridin-2-yl)pyrimidin-2-amine